4-(4-(5-bromo-1H-benzo[d]imidazol-2-yl)phenoxy)phthalonitrile BrC1=CC2=C(NC(=N2)C2=CC=C(OC=3C=C(C(C#N)=CC3)C#N)C=C2)C=C1